[1,2-14C]acetic acid [14C]([14CH3])(=O)O